2-(1H-imidazol-2-yl)ethan-1-amine di-hydrochloride Cl.Cl.N1C(=NC=C1)CCN